2,6-dideoxy-D-ribopyranose C[C@@H]1[C@H]([C@H](CC(O1)O)O)O